4-[(2,4-dimethoxyphenyl)methylamino]-3-iodo-pyrazolo[4,3-c]pyridin COC1=C(C=CC(=C1)OC)CNC1=NC=CC2=C1C(=NN2)I